C1(CC1)CN1C(=CC=2C1=NC(=CC2)C=2C(=NNC2)C)C2=NC1=C(N2C)C(=CC(=C1)C(=O)N1[C@@H]2CC[C@H](C1)[C@H]2N)OC (1R,4R,7R)-2-{2-[1-(cyclopropylmethyl)-6-(3-methyl-1H-pyrazol-4-yl)-1H-pyrrolo[2,3-b]pyridin-2-yl]-7-methoxy-1-methyl-1H-1,3-benzodiazole-5-carbonyl}-2-azabicyclo[2.2.1]heptan-7-amine